5-((2,4-dichlorobenzyl)oxy)-2-methylbenzofuran-3-carboxylic acid ClC1=C(COC=2C=CC3=C(C(=C(O3)C)C(=O)O)C2)C=CC(=C1)Cl